ClC1=NC(N2C(N3[C@@H](COCC3)C2)=C1)=O (R)-7-chloro-3,4,11,11a-tetrahydropyrimido[6',1':2,3]imidazo[5,1-c][1,4]oxazin-9(1H)-one